N=1N(N=CC1)C1=C(C=C(C=N1)NC(C1=C(C=C(C=C1)C=1C=NC(=CC1)F)C)=O)C(F)(F)F N-(6-(2H-1,2,3-triazol-2-yl)-5-(trifluoromethyl)pyridin-3-yl)-4-(6-fluoropyridin-3-yl)-2-methylbenzamide